(S)-benzyl glyceryl ether C([C@@H](O)CO)OCC1=CC=CC=C1